N1=C2C(=CC=C1)C(NC2)=O 6,7-dihydro-pyrrolo[3,4-b]pyridin-5-one